C(C)(C)(C)OC(=O)C=1N=NN(C1)C(CO[Si](C1=CC=CC=C1)(C1=CC=CC=C1)C(C)(C)C)C=1C=NC(=CC1)Cl (2-((tert-butyldiphenylsilyl)oxy)-1-(6-chloropyridin-3-yl)ethyl)-1H-1,2,3-triazole-4-carboxylic acid tert-butyl ester